ClC1=NC(=C(C(=O)NC2CC2)C(=C1)C)C 6-chloro-N-cyclopropyl-2,4-dimethylnicotinamide